1-(5-chloro-5'-phenyl-[1,1':3',1''-terphenyl]-3-yl)triphenylene ClC=1C=C(C=C(C1)C1=CC(=CC(=C1)C1=CC=CC=C1)C1=CC=CC=C1)C1=CC=CC=2C3=CC=CC=C3C3=CC=CC=C3C12